O[C@@H](CCOC1=CC=C(C=C1)CC(=O)OC)\C=C\C=C/C=C/[C@H](C\C=C/CC)O Methyl (4-{[(3S,4E,6Z,8E,10S,12Z)-3,10-dihydroxypentadeca-4,6,8,12-tetraen-1-yl]oxy}phenyl)acetate